CN(CCOC1=CC=C2C(=CC(OC2=C1)=O)C1=C(C=CC=C1)C)C 7-(2-(dimethylamino)ethoxy)-4-(o-tolyl)-2H-chromen-2-one